2-(ethylsulfonyl)-3-(5-(2,2,3,3,3-pentafluoropropoxy)pyrazin-2-yl)-5-(pyrimidin-2-yl)pyrazolo[1,5-a]pyrimidine C(C)S(=O)(=O)C1=NN2C(N=C(C=C2)C2=NC=CC=N2)=C1C1=NC=C(N=C1)OCC(C(F)(F)F)(F)F